FC=1C=C(C=C(C1)F)[C@@H]1N(OCC1)C1=CC(=NC=N1)NC=1C(=CC(=C(C1)NC(C=C)=O)N1CCC(CC1)N1C[C@@H](CC1)N(C)C)OC N-(5-((6-((R)-3-(3,5-difluorophenyl)-isoxazolidine-2-yl)pyrimidine-4-yl)amino)-2-(4-((R)-3-(dimethylamino)-pyrrolidine-1-yl)piperidine-1-yl)-4-methoxyphenyl)acrylamide